(1-(((tert-butyl)carbonyl)amino)cyclopropyl)methanesulfonic acid methyl ester COS(=O)(=O)CC1(CC1)NC(=O)C(C)(C)C